N-methylthieno[3,2-c]pyridine-7-carboxamide CNC(=O)C=1C2=C(C=NC1)C=CS2